BrC=1C=C(C=C(C1)C(F)(F)F)C(C)NCC (3-Bromo-5-(trifluoromethyl)phenyl)-N-ethylethan-1-amine